C1CC12CN(CC2)CC=2C=C(C(=C(C2)NC(=O)C=2C=C(C=CC2)C2=C(C=C(C=C2)F)C2=NN=CN2C)O)C(F)(F)F N-(5-{5-Azaspiro[2.4]-heptan-5-ylmethyl}-2-hydroxy-3-(trifluoromethyl)-phenyl)-4'-fluoro-2'-(4-methyl-1,2,4-triazol-3-yl)-[1,1'-biphenyl]-3-carboxamide